m-Phenylene Diisocyanate C1(=CC(=CC=C1)N=C=O)N=C=O